2-(benzo[d][1,3]dioxol-5-yl)-N-(4-(7-((1-ethylpiperidin-4-yl)methoxy)-6-methoxyquinazoline-4-yl)phenyl)acetamide O1COC2=C1C=CC(=C2)CC(=O)NC2=CC=C(C=C2)C2=NC=NC1=CC(=C(C=C21)OC)OCC2CCN(CC2)CC